2-[6-[[1-[6-(3-cyano-5-methyl-pyrazol-1-yl)-5-(difluoromethyl)-2-pyridyl]-6-methoxy-benzimidazol-5-yl]amino]pyridazin-3-yl]-N,N-dimethyl-acetamide C(#N)C1=NN(C(=C1)C)C1=C(C=CC(=N1)N1C=NC2=C1C=C(C(=C2)NC2=CC=C(N=N2)CC(=O)N(C)C)OC)C(F)F